FC(C=1C=C(C=C(C1)[N+](=O)[O-])[C@@H](C)NC1=NC(=NC2=C3C(=C(C=C12)OC)OC(C3)(C)C)C)F |r| (R/S)-N-(1-(3-(difluoromethyl)-5-nitrophenyl)ethyl)-6-methoxy-2,8,8-trimethyl-8,9-dihydrofuro[2,3-h]quinazolin-4-amine